NC=1C2=C(N=C(N1)Cl)N(C=C2C=2SC=CN2)[C@H]2[C@@H]([C@@H](C(C2)CN(C=2C=NNC2)CCCNCCC2=CC=C(C=C2)F)O)O (1R,2S,3R)-3-(4-amino-2-chloro-5-(thiazol-2-yl)-7H-pyrrolo[2,3-d]pyrimidin-7-yl)-5-(((3-((4-fluorophenethyl)amino)propyl)(1H-pyrazol-4-yl)amino)methyl)cyclopentane-1,2-diol